[Cu+2].OC(CC=CCCCCCCCC(=O)[O-])CCCCCC.OC(CC=CCCCCCCCC(=O)[O-])CCCCCC 12-hydroxy-9-octadecenoic acid copper salt